FC=1C=C(C=NC1OCC1(CC1)C)C(=O)N1CCN(CC1)C=1OC=2C(=NC(=CC2)C)N1 [5-fluoro-6-[(1-methylcyclopropyl)methoxy]-3-pyridyl]-[4-(5-methyloxazolo[4,5-b]pyridin-2-yl)piperazin-1-yl]methanone